C(C1=CC=CC=C1)OC(=O)OC/C=C/N1CCOCC1 (E)-4-(3-(((benzyloxy)carbonyl)oxy)prop-1-en-1-yl)morpholin